(±)-methyl 4-[3-[(4,5-dichloro-1-methyl-indole-2-carbonyl)amino]pyrrolidin-3-yl]benzoate ClC1=C2C=C(N(C2=CC=C1Cl)C)C(=O)N[C@@]1(CNCC1)C1=CC=C(C(=O)OC)C=C1 |r|